C(C)(C)(C)OC(=O)N1C2C=C(CC1CC2)C=2C=1N(C=C(C2)S(NC2(CC2)C)(=O)=O)C(=NC1Cl)C=1SC(=NN1)C(F)F tert-butyl-3-(1-chloro-3-(5-(difluoromethyl)-1,3,4-thiadiazol-2-yl)-6-(N-(1-methylcyclopropyl)sulfamoyl)imidazo[1,5-a]pyridin-8-yl)-8-azabicyclo[3.2.1]oct-2-ene-8-carboxylate